9-methyl-11-oxo-10,11-dihydrodibenzo[b,f][1,4]oxazepine-8-carboxylic acid CC1=C(C=CC=2OC3=C(C(NC21)=O)C=CC=C3)C(=O)O